C(#N)C1=CC(=C(COC2=CC=CC(=N2)C23CCN(CC3C2)CC2=NC3=C(N2C[C@H]2OCC2)C=C(C=C3)C(=O)O)C=C1)F 2-((6-(6-((4-cyano-2-fluorobenzyl)oxy)pyridin-2-yl)-3-azabicyclo[4.1.0]heptan-3-yl)methyl)-1-(((S)-oxetan-2-yl)methyl)-1H-benzo[d]imidazole-6-carboxylic acid